C1=CC=CC=2C3=CC=CC=C3C(C12)COC(=O)N[C@H](C(=O)O)CCN(C(=O)OCC[Si](C)(C)C)CCN=[N+]=[N-] (S)-2-((((9H-fluoren-9-yl)methoxy)carbonyl)amino)-4-((2-azidoethyl)((2-(trimethylsilyl)ethoxy)carbonyl)amino)butanoic acid